C(C=C)(=O)N1CC(C1)(C1=C(C(=CC=C1)Cl)C)NC=1C=C2N(C(C(N(C2=CC1)C)=O)=O)C 6-((1-acryloyl-3-(3-chloro-2-methylphenyl)azetidin-3-yl)amino)-1,4-dimethyl-1,4-dihydroquinoxaline-2,3-dione